CN1C(=CC=2C(=NC(=CC21)C2=CC(=C(C=C2)C2(C[C@H]1CC[C@@H](C2)N1C)O)F)C)C1=CC=C(C=C1)S(=O)(=O)C (1R,3r,5S)-3-(4-(1,4-Dimethyl-2-(4-(methylsulfonyl)phenyl)-1H-pyrrolo[3,2-c]pyridin-6-yl)-2-fluorophenyl)-8-methyl-8-azabicyclo[3.2.1]octan-3-ol